tert-butyl 6'-ethynyl-5'-fluoro-2'-oxospiro[cyclopropane-1,3'-indoline]-1'-carboxylate C(#C)C1=C(C=C2C3(C(N(C2=C1)C(=O)OC(C)(C)C)=O)CC3)F